tert-Butyl (NE)-N-[(4S)-4-{2-chloro-4-fluoro-3-[(6-methylpyridin-3-yl)amino]phenyl}-4-methyl-6-oxo-1-(tetrahydropyran-4-yl)hexahydropyrimidin-2-ylidene]carbamate ClC1=C(C=CC(=C1NC=1C=NC(=CC1)C)F)[C@]1(N/C(/N(C(C1)=O)C1CCOCC1)=N\C(OC(C)(C)C)=O)C